N1CCC(CC1)C(C)(C)N1CCNCC1 1-[2-(piperidin-4-yl)propan-2-yl]piperazine